C(C)(CC)S(=O)(=O)N1C(CCCC1)C=1NC(=CN1)C1=CC=C(C=C1)C (sec-butylsulfonyl)-2-(5-(p-tolyl)-1H-imidazol-2-yl)piperidine